2,6-bis[4-(S)-ethyl-2-oxazolyl]pyridine C(C)C=1N=C(OC1)C1=NC(=CC=C1)C=1OC=C(N1)CC